N[C@@H](C)C(=O)O.OCC(O)CO glycerol-alanine salt